C(CCCCC)OC([C@@](CC(=O)OCC1=CC=CC=2C3=CC=CC=C3CC12)(C)N)=O (S)-beta-fluorenylmethoxycarbonyl-aminoisobutyric acid n-hexyl ester